(R)-2-((2,2-dimethyl-1,3-dioxan-4-yl)methyl)-8-(2-fluoro-4-iodoanilino)-2,6-naphthyridin-1(2H)-one CC1(OCC[C@@H](O1)CN1C(C2=C(C=NC=C2C=C1)NC1=C(C=C(C=C1)I)F)=O)C